C1=CC=CC=2C3=CC=CC=C3N(C12)C=1C=C(C=C(C1)N1C2=CC=CC=C2C=2C=CC=CC12)C1=CC(=CC(=C1)CC#N)CC#N 3',5'-bis(carbazol-9-yl)-[1,1'-biphenyl]-3,5-dimethanecarbonitrile